tert-Butyl (2S)-6-bromo-7-methyl-3,4-dihydro-1H-spiro[1,8-naphthyridine-2,3'-pyrrolidine]-1'-carboxylate BrC=1C=C2CC[C@]3(CN(CC3)C(=O)OC(C)(C)C)NC2=NC1C